Butyl-3-isobutyl-4-hydroxy-5-methyl-pyrazol C(CCC)N1N=C(C(=C1C)O)CC(C)C